C1(CC1)C#CCOS(=O)(=O)C 3-cyclopropylprop-2-yn-1-ylmethylsulfonate